BrC1=CC=C(C=C1)C1=C(C(C2=NN(C=C2O1)C(C)C)=O)O 5-(4-bromophenyl)-6-hydroxy-2-isopropylpyrano[3,2-c]pyrazol-7(2H)-one